4'-fluoro-3-(1-isobutyl-1H-pyrazol-3-yl)-[1,1'-biphenyl]-4-carbonitrile FC1=CC=C(C=C1)C1=CC(=C(C=C1)C#N)C1=NN(C=C1)CC(C)C